C(C)(C)(C)OC(=O)N(C(OC(C)(C)C)=O)C1=NC=C(C=C1OC)P(=O)(C)C tert-butyl N-tert-butoxycarbonyl-N-(5-dimethylphosphoryl-3-methoxy-2-pyridyl)carbamate